C1(CC1)C(=O)OC[C@]1(O[C@H]([C@@H]2OC(O[C@@H]21)(C)C)C2=CC=C1C(=NC=NN12)N)C#N ((3aS,4R,6S,6aS)-6-(4-aminopyrrolo[2,1-f][1,2,4]triazin-7-yl)-4-cyano-2,2-dimethyltetrahydrofuro[3,4-d][1,3]dioxol-4-yl)methyl cyclopropanecarboxylate